Cl.N[C@@H]1CN(CC[C@H]1F)C1=NC2=C(N1CC=1C=NC(=CC1)C(F)(F)F)C=C(C=C2)C#N 2-((3r,4r)-3-amino-4-fluoropiperidin-1-yl)-1-((6-(trifluoromethyl)pyridin-3-yl)methyl)-1H-benzo[d]imidazole-6-carbonitrile hydrochloride